1-(5-chloro-1H-indol-3-yl)-3-(3-(((trifluoromethyl)thio)methyl)phenyl)urea ClC=1C=C2C(=CNC2=CC1)NC(=O)NC1=CC(=CC=C1)CSC(F)(F)F